CN1C=C(C2=CC=CC=C12)C[C@@H](C(=O)O)NC (2S)-3-(1-methyl-1H-indol-3-yl)-2-(methylamino)propanoic acid